1,1'-difluoro-2,2-bipyridinium bis(tetrafluoroborate) F[B-](F)(F)F.F[B-](F)(F)F.F[N+]1=C(C=CC=C1)C1=[N+](C=CC=C1)F